N-(4-((3-chloro-4-fluorophenyl)carbamoyl)-7-fluoro-2,3-dihydro-1H-inden-1-yl)thiazole-5-carboxamide ClC=1C=C(C=CC1F)NC(=O)C1=C2CCC(C2=C(C=C1)F)NC(=O)C1=CN=CS1